O1CCCC12CCN(CC2)CC2=CC=C(CNC1=C3C(N(C(C3=CC=C1)=O)C1C(NC(CC1)=O)=O)=O)C=C2 4-(4-(1-oxa-8-azaspiro[4.5]decan-8-ylmethyl)benzylamino)-2-(2,6-dioxopiperidin-3-yl)isoindoline-1,3-dione